C[C@@H]1N(C[C@H](N(C1)C(C1=NC=C(C=C1)C(F)(F)F)=O)C)C(=O)OC(C)(C)C tert-Butyl (2S,5R)-2,5-dimethyl-4-(5-(trifluoromethyl)picolinoyl)piperazine-1-carboxylate